NC1=C(C=2CCCC2C(=C1)Cl)O 5-amino-7-chloro-2,3-dihydro-1H-inden-4-ol